F[C@@H]1CN(CCC1)C(CC)=O (3S,4S)-3-fluoro-1-propionylpiperidin